(1S,3S)-3-((6-(5-(((4-(ethoxy-d5)pyrimidin-2-yl)amino)methyl)-1-methyl-1H-1,2,3-triazol-4-yl)-2-methylpyridin-3-yl)oxy)cyclohexane-1-carboxylic acid C(C([2H])([2H])[2H])(OC1=NC(=NC=C1)NCC1=C(N=NN1C)C1=CC=C(C(=N1)C)O[C@@H]1C[C@H](CCC1)C(=O)O)([2H])[2H]